OCC(=O)C=1C=C(C=CC1N1C[C@H](CC1)OC1=NC=C(C=C1)C(F)(F)F)C1=CC=CC=C1 (S)-2-hydroxy-1-(4-(3-(5-(trifluoromethyl)pyridin-2-yloxy)pyrrolidin-1-yl)biphenyl-3-yl)ethanone